((E)-3-oxo-3-(2-((Z)-2-oxindole-3-ylidene) hydrazine-1-carboxamido) prop-1-en-1-yl) acetate C(C)(=O)O\C=C\C(NC(=O)N\N=C\1/C(NC2=CC=CC=C12)=O)=O